C1(CC1)C1=CC(=CC(=N1)N1CC2=CC=C(C=C2C1=O)COCC1(CCC1)NC(OC(C)(C)C)=O)C1=C(C=C(C=C1)F)C1=NN=CN1C tert-Butyl (1-(((2-(6-cyclopropyl-4-(4-fluoro-2-(4-methyl-4H-1,2,4-triazol-3-yl)phenyl)pyridin-2-yl)-3-oxoisoindolin-5-yl)methoxy)methyl)cyclobutyl)carbamate